5-[3-(4-mesyl-2-anisidino)-1-propynyl]-7-(1-methyl-4-piperidylamino)-3-(2,2,2-trifluoroethyl)-1,3a-diazaindene S(=O)(=O)(C)C=1C=C(C(OC)=CC1)NCC#CC1=CN2C(=CN=C2C(=C1)NC1CCN(CC1)C)CC(F)(F)F